(S)-2-(8-(5-bromopyrimidin-2-yl)-6,6a,7,8,9,10-hexahydro-5H-pyrazino[1',2':4,5]pyrazino[2,3-c]pyridazin-2-yl)phenol BrC=1C=NC(=NC1)N1C[C@H]2N(C=3C(=NN=C(C3)C3=C(C=CC=C3)O)NC2)CC1